methyl 2-(9H-fluoren-9-ylmethoxycarbonylamino)-3-methyl-3-tritylsulfanyl-butanoate C1=CC=CC=2C3=CC=CC=C3C(C12)COC(=O)NC(C(=O)OC)C(C)(SC(C1=CC=CC=C1)(C1=CC=CC=C1)C1=CC=CC=C1)C